tert-butyl(7-(4-((5-chloro-4-((2-(dimethylphosphoryl)phenyl)amino)pyrimidin-2-yl)amino)-2-fluorophenyl)-7-azaspiro[3.5]nonan-2-yl)carbamate C(C)(C)(C)OC(NC1CC2(C1)CCN(CC2)C2=C(C=C(C=C2)NC2=NC=C(C(=N2)NC2=C(C=CC=C2)P(=O)(C)C)Cl)F)=O